CC=CC1=CC=CC=C1 methyl-styrene